C[C@H]1CN(C[C@H](N1)C)C1=C(C=C(C=2N=CC=NC12)C(=O)NC=1C=C(C=2N(C1)C=C(N2)C)OC)F 8-[(3S,5R)-3,5-dimethylpiperazin-1-yl]-7-fluoro-N-(8-methoxy-2-methyl-imidazo[1,2-a]pyridin-6-yl)quinoxaline-5-carboxamide